CC1=CC=CC=2NC(N(C21)C=2C(=NC(=CC2)C2=C1C(=CN=C2)NN=C1)C)=O 4-methyl-3-[2-methyl-6-(1H-pyrazolo[3,4-c]pyridin-4-yl)-3-pyridyl]-2-oxo-benzimidazol